OC1(CCC(CC1)CNC1=C(C=C(C=N1)S(=O)(=O)NC(C1=C(C=CC=C1)OC=1C=C2C(=NC1)NC=C2)=O)[N+](=O)[O-])C N-[(6-{[(trans-4-hydroxy-4-methylcyclohexyl)methyl]amino}-5-nitropyridin-3-yl)sulfonyl]-2-(1H-pyrrolo[2,3-b]pyridin-5-yloxy)benzamide